5,10,15,20-tetrakis(4-(trimethylsilyl)ethynylphenyl)porphyrin C[Si](C)(C)C#CC1=CC=C(C=C1)C=1C2=CC=C(N2)C(=C2C=CC(C(=C3C=CC(=C(C=4C=CC1N4)C4=CC=C(C=C4)C#C[Si](C)(C)C)N3)C3=CC=C(C=C3)C#C[Si](C)(C)C)=N2)C2=CC=C(C=C2)C#C[Si](C)(C)C